C(C)(C)(C)C1=CC=C(C=C1)C1=NN=C(O1)S 5-(4-tert-butylphenyl)-1,3,4-oxadiazole-2-thiol